ClC=1C=CC=C2C=CN(C12)[C@H](C(=O)N[C@@H](C[C@H]1C(NCCC1)=O)C#N)CC1CC1 7-chloro-N-((S)-1-(((S)-1-cyano-2-((S)-2-oxopiperidin-3-yl)ethyl)amino)-3-cyclopropyl-1-oxopropan-2-yl)-1H-indole